COC([C@H]1N(CCC1)C([C@@H](NC(=O)OC(C)(C)C)C(C)C)=O)=O N-(N-t-butoxycarbonyl-L-valyl)-L-proline methyl ester